C(=O)(O)C=1N=CNC1 4-carboxyimidazole